(S,2R)-2-methyl-N-((2,4,5,6-tetrahydro-1H-cyclobuta[f]inden-3-yl)carbamoyl)-N'-trityl-2,3-dihydropyrazolo[5,1-b]oxazole-7-sulfonimidamide C[C@@H]1CN2C(O1)=C(C=N2)[S@@](=O)(NC(NC2=C1C(=CC=3CCCC23)CC1)=O)=NC(C1=CC=CC=C1)(C1=CC=CC=C1)C1=CC=CC=C1